ClC1=C(C=CC=C1)CC(=O)NC1=CC(=C(C=C1)C1=NC=CC(=C1)C(F)(F)F)S(N=CN(C)C)(=O)=O 2-(2-chlorophenyl)-N-(3-{[(dimethylamino)methylidene]Sulfamoyl}-4-[4-(trifluoromethyl)pyridin-2-yl]Phenyl)acetamide